3-[4-(tert-butoxycarbonylamino)-1-piperidyl]propanoic acid C(C)(C)(C)OC(=O)NC1CCN(CC1)CCC(=O)O